P(=O)(OC1C(NC2=CC(=C(C(=C12)Br)C)C)=O)(OCC)OCC (4-bromo-5,6-dimethyl-2-oxo-indolin-3-yl) diethyl phosphate